C1(CC1)N1CCS(C2=C(C1=O)SC(=C2)C2=NC(=NC=C2C(F)(F)F)NC2=C(C=C(C=C2)C2CCNCC2)CC)(=O)=O 4-cyclopropyl-7-(2-((2-ethyl-4-(piperidin-4-yl)phenyl)amino)-5-(trifluoromethyl)pyrimidin-4-yl)-3,4-dihydrothieno[2,3-f][1,4]thiazepin-5(2H)-one 1,1-dioxide